tert-Butyl N-[2-[[4-[4-[[3-chloro-5-(prop-2-enoylamino)phenyl]carbamoyl]-5-(trifluoromethyl)pyrazol-1-yl]benzoyl]amino]ethyl]carbamate ClC=1C=C(C=C(C1)NC(C=C)=O)NC(=O)C=1C=NN(C1C(F)(F)F)C1=CC=C(C(=O)NCCNC(OC(C)(C)C)=O)C=C1